CC=1N(C2=CC=C(C=C2C1C)C(NCC1=CC(=CC=C1)S(=O)(=O)C)=O)CC1=CC=C(C=C1)C=1C(=CC=CC1)C(=O)OC(C)(C)C tert-Butyl 4'-((2,3-dimethyl-5-(3-(methylsulfonyl)benzylcarbamoyl)-1H-indol-1-yl)methyl)biphenyl-2-carboxylate